4-methylcyclohexanol CC1CCC(CC1)O